FC=1C=CC=C2C=C(C=C(C12)[C@@H]1CCC=2C(=NC(=NC2C1)SC)O)OCOC |r| (±)-7-(8-fluoro-3-(methoxymethoxy)naphthalen-1-yl)-2-(methylthio)-5,6,7,8-tetrahydroquinazolin-4-ol